4-(6-fluoroisoquinolin-3-yl)-1H-1,2,3-triazole FC=1C=C2C=C(N=CC2=CC1)C=1N=NNC1